C(C)(=O)N1CCC(CC1)NCC=1C(=CC(=NC1)C(=O)NC1=C(C(=CC=C1)C1=NC=CC(=C1Cl)C1=NC(=C(C=C1)CNC[C@H]1NC(CC1)=O)OC)C)OC (S)-5-(((1-acetylpiperidin-4-yl)amino)methyl)-N-(3-(3'-chloro-6-methoxy-5-((((5-oxopyrrolidin-2-yl)methyl)amino)methyl)-[2,4'-bipyridin]-2'-yl)-2-methylphenyl)-4-methoxypicolinamide